ClC1=NC(=C2C(=N1)NN=C2C)O[C@@H]2[C@@H](CN(CC2)C(=O)OC(C)(C)C)F tert-butyl (3R,4S)-4-((6-chloro-3-methyl-1H-pyrazolo[3,4-d]pyrimidin-4-yl)oxy)-3-fluoropiperidine-1-carboxylate